CC1=C(C(=CC=C1)C)SC1=CC(=C(C#N)C=C1)OC 4-(2,6-Dimethylphenylthio)-2-methoxybenzonitrile